methyl 6-chloro-3-[4-[[(2r,4s)-4-methoxy-1-methyl-pyrrolidin-2-yl] methoxy] anilino]-5-methyl-pyrazine-2-carboxylate ClC1=C(N=C(C(=N1)C(=O)OC)NC1=CC=C(C=C1)OC[C@@H]1N(C[C@H](C1)OC)C)C